CN1C=C(C(C=C1)=O)C(=O)N 1,4-dihydro-1-Methyl-4-oxo-3-pyridinecarboxamide